(2S,4R)-1-(2-(3-acetyl-5-(2-methylpyrimidin-5-yl)-1H-indazol-1-yl)acetyl)-N-(6-bromo-3-cyclopropylpyridin-2-yl)-4-fluoropyrrolidine-2-carboxamide C(C)(=O)C1=NN(C2=CC=C(C=C12)C=1C=NC(=NC1)C)CC(=O)N1[C@@H](C[C@H](C1)F)C(=O)NC1=NC(=CC=C1C1CC1)Br